2-phenylethyl 2-methylpropanoate (phenylethylisobutyrate) C1(=CC=CC=C1)CCC(C(=O)O)(C)C.CC(C(=O)OCCC1=CC=CC=C1)C